3-morpholino-N-(3-pyridyl)propionamide O1CCN(CC1)CCC(=O)NC=1C=NC=CC1